C1(CC1)C=1C=C(C(=C(C1)O)C=1N=NC(=CC1)N1C[C@H](OCC1)CO)C 5-cyclopropyl-2-[6-[(2S)-2-(hydroxymethyl)morpholin-4-yl]pyridazin-3-yl]-3-methyl-phenol